Natrium arsenit [As]([O-])([O-])[O-].[Na+].[Na+].[Na+]